isopropyl-2-methyl-piperazine C(C)(C)N1C(CNCC1)C